1,2,4-naphthalenetricarboxylic acid C=1(C(=CC(=C2C=CC=CC12)C(=O)O)C(=O)O)C(=O)O